6-(6-ethoxypyridin-3-yl)-N-((2-fluoro-5-methoxybenzyl)oxy)pyrazine-2-carboxamide C(C)OC1=CC=C(C=N1)C1=CN=CC(=N1)C(=O)NOCC1=C(C=CC(=C1)OC)F